(6S)-6-[2-Chloro-3-(5-chloro-pyridin-2-yl)phenyl]-2-imino-6-methyl-3-[(2S*,4R*)-2-methyl-1,1-dioxothian-4-yl]hexahydro-pyrimidin-4-one hydrochloride Cl.ClC1=C(C=CC=C1C1=NC=C(C=C1)Cl)[C@@]1(CC(N(C(N1)=N)[C@H]1C[C@@H](S(CC1)(=O)=O)C)=O)C |o1:22,24|